CC1=C(C=C(C=C1)[C@]12[C@@H]([C@H]([C@@H]([C@](CO1)(O2)COCC2=CC=CC=C2)OCC2=CC=CC=C2)OCC2=CC=CC=C2)OCC2=CC=CC=C2)CC2=CC=C(C=C2)CCCC(=O)O 4-[4-[[2-Methyl-5-[(1S,2S,3S,4R,5S)-2,3,4-tribenzyloxy-1-(benzyloxymethyl)-6,8-dioxabicyclo[3.2.1]oct-5-yl]phenyl]methyl]phenyl]butanoic acid